C(=O)(O)[C@H](O)[C@@H](O)C(=O)O.BrC1=C2C[C@H]3N(C[C@@H](C=C3C=3C=CC=C(N1)C32)C(=O)N(CC)CC)C.BrC3=C2C[C@H]1N(C[C@@H](C=C1C=1C=CC=C(N3)C12)C(=O)N(CC)CC)C (5R,8R)-2-Bromo-9,10-didehydro-N,N-diethyl-6-methylergoline-8-carboxamide hemi-L-tartrate